4-[4-(4-ethoxyphenyl)piperidin-1-yl]-1-methyl-2-oxo-1,2-dihydroquinoline-3-carbonitrile C(C)OC1=CC=C(C=C1)C1CCN(CC1)C1=C(C(N(C2=CC=CC=C12)C)=O)C#N